C1(C(C=CC=C1)C)(C)S(=O)(=O)N xylenesulfonamide